4-cyclopropyl-7-(2-((2-ethyl-4-(4-isopropylpiperazin-1-yl)phenyl)amino)-5-(trifluoromethyl)pyrimidin-4-yl)-3,4-dihydrothieno[2,3-f][1,4]thiazepin-5(2H)-one 1,1-dioxide C1(CC1)N1CCS(C2=C(C1=O)SC(=C2)C2=NC(=NC=C2C(F)(F)F)NC2=C(C=C(C=C2)N2CCN(CC2)C(C)C)CC)(=O)=O